octadecylether sulfuric acid salt S(O)(O)(=O)=O.C(CCCCCCCCCCCCCCCCC)OCCCCCCCCCCCCCCCCCC